C1N(CCC2=CC=CC=C12)C[C@H](CN1CCOC2=C(C1=O)C=CC(=C2)CN2CC(CCC2)O)O 4-[(2R)-3-(3,4-dihydro-1H-isoquinolin-2-yl)-2-hydroxy-propyl]-8-[(3-hydroxy-1-piperidyl)methyl]-2,3-dihydro-1,4-benzoxazepin-5-one